N-{1-[(4S)-7-(3,5-dimethylisoxazol-4-yl)-4-pyridin-2-yl-4,5-dihydroimidazo[1,5,4-de][1,4]benzoxazin-2-yl]azetidin-3-yl}acetamide CC1=NOC(=C1C1=CC=C2C=3N([C@H](COC31)C3=NC=CC=C3)C(=N2)N2CC(C2)NC(C)=O)C